toluene ethyl-acetate C(C)OC(C)=O.CC1=CC=CC=C1